((((S)-1-(2-chlorophenyl)-2-oxocyclohexyl)(methyl)carbamoyl)oxy)methyl acetyl-L-phenylalaninate C(C)(=O)N[C@@H](CC1=CC=CC=C1)C(=O)OCOC(N(C)[C@]1(C(CCCC1)=O)C1=C(C=CC=C1)Cl)=O